2'-chloro-5'-methoxy-6-methyl-N-(5-(6-methylpyridazine-4-carbonyl)-5,6-dihydro-4H-pyrrolo[3,4-d]thiazol-2-yl)-[4,4'-bipyridine]-3-carboxamide ClC1=NC=C(C(=C1)C1=C(C=NC(=C1)C)C(=O)NC=1SC2=C(N1)CN(C2)C(=O)C2=CN=NC(=C2)C)OC